isopropyl-7-morpholino-5-(4-phenylpyrazol-1-yl)pyrazolo[1,5-a]pyrimidine-2-carboxamide C(C)(C)C=1C(=NN2C1N=C(C=C2N2CCOCC2)N2N=CC(=C2)C2=CC=CC=C2)C(=O)N